1-Methyl-2-(6-trifluoromethoxy-benzothiazol-2-ylamino)-1H-benzoimidazole-5-carboxylic acid [2-((S)-2-hydroxymethyl-pyrrolidin-1-yl)-2-oxo-ethyl]-amide OC[C@H]1N(CCC1)C(CNC(=O)C1=CC2=C(N(C(=N2)NC=2SC3=C(N2)C=CC(=C3)OC(F)(F)F)C)C=C1)=O